di(4-ethylbenzylidene)-D-sorbitol C(C)C1=CC=C(C=C([C@H]([C@H]([C@@H]([C@H](C(O)=CC2=CC=C(C=C2)CC)O)O)O)O)O)C=C1